C(C)(C)N1C=NC(=C1)C(=O)N1C[C@H]2C([C@H]2C1)C1=NOC([C@@H]1C)(C)C (1-isopropyl-1H-imidazol-4-yl){(1R,5S,6r)-6-[(4R)-4,5,5-trimethyl-4,5-dihydro-1,2-oxazol-3-yl]-3-azabicyclo[3.1.0]hex-3-yl}methanone